N-[3-[2-(difluoromethoxy)-5-(3-piperidylsulfonyl)phenyl]-1-methyl-pyrazol-4-yl]pyrazolo[1,5-a]pyrimidine-3-carboxamide FC(OC1=C(C=C(C=C1)S(=O)(=O)C1CNCCC1)C1=NN(C=C1NC(=O)C=1C=NN2C1N=CC=C2)C)F